ClC=1C=CC(=C(C1)C1=NC=C(C(=N1)NC=1C(=NNC1)C1=NC2=C(N1)C=CC(=C2)OCCN2CCOCC2)OC)F 2-(5-Chloro-2-fluorophenyl)-5-methoxy-N-(3-(5-(2-morpholinoethoxy)-1H-benzo[d]imidazol-2-yl)-1H-pyrazol-4-yl)pyrimidin-4-amine